trimethyl-n-butyl-ammonium bromide [Br-].C[N+](CCCC)(C)C